(2-(2-(1-(2-Fluorophenyl)vinyl)-4,6-dimethylphenoxy)ethyl)morpholine FC1=C(C=CC=C1)C(=C)C1=C(OCCN2CCOCC2)C(=CC(=C1)C)C